1-(1-(3-([1,1'-biphenyl]-2-ylethynyl)-1H-indazole-5-carbonyl)pyrrolidin-3-yl)-N-methylpiperidine-4-carboxamide C1(=C(C=CC=C1)C#CC1=NNC2=CC=C(C=C12)C(=O)N1CC(CC1)N1CCC(CC1)C(=O)NC)C1=CC=CC=C1